(R)-6-(2,3-dihydrobenzo[b][1,4]dioxin-6-yl)-3-((6-fluoro-2-methylpyridin-3-yl)oxy)-5-methyl-N-(3-(S-methylsulfonimidoyl)phenyl)pyridazine-4-carboxamide O1C2=C(OCC1)C=C(C=C2)C2=C(C(=C(N=N2)OC=2C(=NC(=CC2)F)C)C(=O)NC2=CC(=CC=C2)[S@@](=O)(=N)C)C